The molecule is a 7-(3-aminopyrrolidin-1-yl)-1-(2,4-difluorophenyl)-6-fluoro-4-oxo-1,4-dihydro-1,8-naphthyridine-3-carboxylic acid that is the (S)-enantiomer of tosufloxacin. It is a conjugate base of a (S)-tosufloxacin(1+). It is an enantiomer of a (R)-tosufloxacin. C1CN(C[C@H]1N)C2=C(C=C3C(=O)C(=CN(C3=N2)C4=C(C=C(C=C4)F)F)C(=O)O)F